(Z)-6-Heneicosen-11-ol CCCCC\C=C/CCCC(CCCCCCCCCC)O